N-{[2-(2,6-dioxopiperidin-3-yl)-1,3-dioxo-2,3-dihydro-1H-isoindol-5-yl]methyl}acetamide sodium 1-hydroxy-4-methylpentane-1-sulfonate OC(CCC(C)C)S(=O)(=O)[O-].[Na+].O=C1NC(CCC1N1C(C2=CC=C(C=C2C1=O)CNC(C)=O)=O)=O